3-amino-5-(4-trifluoromethoxy-phenylsulfonyl)-pyridine-2-carboxylic acid NC=1C(=NC=C(C1)S(=O)(=O)C1=CC=C(C=C1)OC(F)(F)F)C(=O)O